2-[(1S)-6,7-dichloro-8-methoxy-4-{[(4-methoxyphenyl)methyl]amino}-1-methyl-1H,2H,3H-pyrrolo[3,4-c]quinolin-2-yl]-2-oxoethyl acetate C(C)(=O)OCC(=O)N1CC=2C(=NC=3C(=C(C(=CC3C2[C@@H]1C)OC)Cl)Cl)NCC1=CC=C(C=C1)OC